6-(7,8-dihydro-5H-1,6-naphthyridin-6-yl)-N-(isoxazol-5-ylmethyl)-5-methyl-pyridine N1=CC=CC=2CN(CCC12)C1=C(C=CCN1CC1=CC=NO1)C